C(C)(C)(C)[Si](C)(C)OC1=C(C(=C(C=C1)B1OC(C(O1)(C)C)(C)C)Cl)Cl tert-butyl(2,3-dichloro-4-(4,4,5,5-tetramethyl-1,3,2-dioxaborolan-2-yl)phenoxy)dimethylsilane